FC=1C=C(CC=2C=C3C(=NNC3=CC2)NC(C2=C(C=C(C=C2)N2CCN(CC2)C(CCCNC2=C3C(N(C(C3=CC=C2)=O)C2C(NC(CC2)=O)=O)=O)=O)NC2CCOCC2)=O)C=C(C1)F N-(5-(3,5-difluorobenzyl)-1H-indazol-3-yl)-4-(4-(4-((2-(2,6-dioxopiperidin-3-yl)-1,3-dioxoisoindolin-4-yl)amino)butanoyl)-piperazin-1-yl)-2-((tetra-hydro-2H-pyran-4-yl)-amino)benzamide